4-(5-Methyl-2-methylsulfanyl-pyrimidin-4-yl)-1H-imidazol CC=1C(=NC(=NC1)SC)C=1N=CNC1